OCC(C1CCN(CC1)C)NS(=O)(=O)C1=CC(=C(C=C1)NC(C1=C(C=CC=C1)C)=O)C N-(4-(N-(2-hydroxy-1-(1-methylpiperidin-4-yl)ethyl)sulfamoyl)-2-methylphenyl)-2-methylbenzamide